F[C@@H]1C[C@@]2(CCCN2C1)COC=1N=C(C2=C(N1)C(=C(N=C2)C2=CC(=CC1=CC=CC(=C21)C#C)O)F)N2C[C@H]1CC[C@@H](C2)N1 4-(2-{[(2R,7aS)-2-fluoro-hexahydropyrrolizin-7a-yl]methoxy}-4-[(1R,5S)-3,8-diazabicyclo[3.2.1]octan-3-yl]-8-fluoropyrido[4,3-d]pyrimidin-7-yl)-5-ethynylnaphthalen-2-ol